(E)-N-(2-(5-(tert-Butyl)-2,4-dihydroxybenzoyl)isoindolin-4-yl)-4-(dimethylamino)-N-methylbut-2-enamide C(C)(C)(C)C=1C(=CC(=C(C(=O)N2CC3=CC=CC(=C3C2)N(C(\C=C\CN(C)C)=O)C)C1)O)O